tris(1,1-dimethyl-2-propynyloxy)silyl-6-[bis(1,1-dimethyl-2-butynoxy)hydroxysilyl]hexane CC(C#C)(O[Si](OC(C#C)(C)C)(OC(C#C)(C)C)CCCCCC[Si](O)(OC(C#CC)(C)C)OC(C#CC)(C)C)C